7-Fluoro-1-{2-[6-(1H-indol-2-yl)-pyrimidin-4-ylamino]-ethyl}-4-methoxy-1H-indole-2-carbonitrile FC=1C=CC(=C2C=C(N(C12)CCNC1=NC=NC(=C1)C=1NC2=CC=CC=C2C1)C#N)OC